N1N(CC2=CC=CC=C12)CNC(=S)NC1=C(C(=CC=C1)C)Cl 1-((1H-indazol-2-yl)methyl)-3-(2-chloro-3-methylphenyl)thiourea